C12CNCC(NC1)CC2 3,6-diazabicyclo[3.2.2]nonane